C(CC(C)C)OC(CCCC)=O.FC(CC1=C(C(=C(N(CC2=CC=C(C=C2)OC)CC2=CC=C(C=C2)OC)C=C1B1OC(C(O1)(C)C)(C)C)F)C)F 4-(2,2-difluoroethyl)-2-fluoro-N,N-bis(4-methoxybenzyl)-3-methyl-5-(4,4,5,5-tetramethyl-1,3,2-dioxaborolan-2-yl)aniline Isopentyl-valerate